3-amino-4-(6,7-difluoro-1H-indazol-4-yl)-6-(1-methylpyrazol-4-yl)-1H-1,7-phenanthrolin-2-one NC=1C(NC2=C3C=CC=NC3=C(C=C2C1C1=C2C=NNC2=C(C(=C1)F)F)C=1C=NN(C1)C)=O